CC=1C(=C(C=NNC(COC2=CC(=CC=C2)C#N)=O)C=CC1)O N'-(3-methyl-2-hydroxybenzylidene)-2-(3-cyanophenoxy)acethydrazide